COC(CC(CC1=C(C=CC(=C1)Cl)[N+](=O)[O-])OC)=O 4-(5-chloro-2-nitrophenyl)-3-methoxybutyric acid methyl ester